tert-butyl 5-chloro-5-oxopentanoate ClC(CCCC(=O)OC(C)(C)C)=O